C(C)(C)(C)OC(=O)N1CC(CC1)C(CO)NC(=O)OCC1=CC=CC=C1 3-[1-(benzyloxycarbonylamino)-2-hydroxy-ethyl]pyrrolidine-1-carboxylic acid tert-butyl ester